ethylidene-4-p-fluorophenylthiosemicarbazide C(C)=NNC(=S)NC1=CC=C(C=C1)F